(R)-N-(1-(3-(2-(4-(4-fluorophenyl)piperazin-1-yl)ethyl)-1-oxo-2-oxa-8-azaspiro[4.5]decan-8-yl)-2-methyl-1-oxopropan-2-yl)acetamide FC1=CC=C(C=C1)N1CCN(CC1)CC[C@@H]1OC(C2(C1)CCN(CC2)C(C(C)(C)NC(C)=O)=O)=O